ClC1=C2CCC(C2=CC=C1)=C(C#N)C#N 2-(4-Chloro-2,3-dihydro-1H-inden-1-ylidene)malononitrile